(4-Chloro-3-[(2,6-dimethyl-4-{2-[(2S)-oxan-2-yl]ethoxy}benzene-1-carbothioyl)amino]phenyl)acetic Acid ClC1=C(C=C(C=C1)CC(=O)O)NC(=S)C1=C(C=C(C=C1C)OCC[C@H]1OCCCC1)C